decyl perfluoroacrylate FC(C(=O)OCCCCCCCCCC)=C(F)F